N-(4-hydroxybutyl)-3-methyl-5-(1-methyl-6-oxo-1,6-dihydropyridin-3-yl)-N-(1-(oxazol-5-yl)ethyl)benzo[b]thiophene-2-carboxamide OCCCCN(C(=O)C1=C(C2=C(S1)C=CC(=C2)C2=CN(C(C=C2)=O)C)C)C(C)C2=CN=CO2